C1(=CC=CC=C1)P(C1=CC=CC=C1)C1=CC=CC=C1.[S] sulfur (triphenylphosphine)